1-(6,7-dihydro-5H-pyrido[2',3':6,7]cyclohepta[1,2-c]pyridazin-3-yl)-N3-((7S)-7-(dimethylamino)-6,7,8,9-tetrahydro-5H-benzo[7]annulene-2-yl)-1H-1,2,4-triazole-3,5-diamine N1=NC(=CC2=C1C1=C(CCC2)N=CC=C1)N1N=C(N=C1N)NC=1C=CC2=C(CC[C@H](CC2)N(C)C)C1